(1S,3S)-3-((6-(5-(((1-Isobutyl-1H-1,2,4-triazol-3-yl)oxy)methyl)-1-methyl-1H-1,2,3-triazol-4-yl)-2-methylpyridin-3-yl)oxy)cyclohexane-1-carboxylic acid C(C(C)C)N1N=C(N=C1)OCC1=C(N=NN1C)C1=CC=C(C(=N1)C)O[C@@H]1C[C@H](CCC1)C(=O)O